4,6-dichloropyridine-3-carboxylate lithium salt [Li+].ClC1=C(C=NC(=C1)Cl)C(=O)[O-]